bis(Trifluoromethylsulfonyl)amid FC(S(=O)(=O)[N-]S(=O)(=O)C(F)(F)F)(F)F